5-bromo-N-((4-cyclopropylpyridin-2-yl)methyl)-1,3,4-thiadiazole-2-carboxamide BrC1=NN=C(S1)C(=O)NCC1=NC=CC(=C1)C1CC1